Tetrahydropyrane-4-methanol O1CCC(CC1)CO